2-hydroxy-N-(2-hydroxyethyl)-N,N-dimethyl-ethanaminium OCC[N+](C)(C)CCO